O=C1NC(CCC1N1C(C2=CC=CC(=C2C1=O)NC=1C(=C2C=NN(C2=CC1)C1CCOCC1)C)=O)=O 2-(2,6-dioxopiperidin-3-yl)-4-((4-methyl-1-(tetrahydro-2H-pyran-4-yl)-1H-indazol-5-yl)amino)isoindoline-1,3-dione